COC1=CC=C2C(=N1)CC(C2(C)C)O 2-methoxy-5,5-dimethyl-6,7-dihydro-5H-cyclopenta[b]pyridine-6-ol